[Si](C)(C)(C(C)(C)C)O[C@@H](CC(C=C)=O)C (R)-5-((tert-butyldimethylsilyl)oxy)hex-1-en-3-one